C(C)(C)(C)OC(=O)N1CC(CCC1)NC1=C2C(N(C(C2=CC(=C1)C=1C=CC=2N(C1)N=CN2)=O)CC2=CC=C(C=C2)OC)C2=C(C=CC(=C2)F)Cl 3-((6-([1,2,4]triazolo[1,5-a]pyridin-6-yl)-3-(2-chloro-5-fluorophenyl)-2-(4-methoxyphenylmethyl)-1-oxoisoindolin-4-yl)amino)piperidine-1-carboxylic acid tert-butyl ester